C(C=C)(=O)OCCC[Si](OC(C)C)(OC(C)C)OC(C)C 3-[tris-(1-methylethoxy)-silyl]-propyl 2-propenoate